tert-butyl 4-(5-aminopyrazin-2-yl)-3,6-dihydropyridine-1(2H)-carboxylate NC=1N=CC(=NC1)C=1CCN(CC1)C(=O)OC(C)(C)C